(1S,3R)-N-(5-chloro-4-(5-fluoro-1,1-dimethyl-2,3-dihydro-1H-benzo[d]pyrrolo[1,2-a]imidazol-7-yl)pyridin-2-yl)-3-(2-cyanoacetamido)cyclohexane-1-carboxamide ClC=1C(=CC(=NC1)NC(=O)[C@@H]1C[C@@H](CCC1)NC(CC#N)=O)C1=CC2=C(N=C3N2C(CC3)(C)C)C(=C1)F